3',4'-Difluoro-3-(6-methanesulfonylaminocarbonyl-1-oxo-1,3-dihydroisoindol-2-yl)biphenyl-4-carboxylic acid FC=1C=C(C=CC1F)C1=CC(=C(C=C1)C(=O)O)N1C(C2=CC(=CC=C2C1)C(=O)NS(=O)(=O)C)=O